3-((3-((R)-1-((S)-2-((E)-4-(dimethylamino)-N-methylbut-2-enamido)propanamido)propan-2-yl)phenyl)amino)-6-ethyl-5-methylpyrazine-2-carboxamide CN(C/C=C/C(=O)N(C)[C@H](C(=O)NC[C@H](C)C=1C=C(C=CC1)NC=1C(=NC(=C(N1)C)CC)C(=O)N)C)C